N1(CCC1)C=1C=CC(=NC1)C#CC1=C2C=C(N=CC2=C(N=C1)NC)NC(=O)C1CC1 N-(5-((5-(azetidin-1-yl)pyridin-2-yl)ethynyl)-8-(methylamino)-2,7-naphthyridin-3-yl)cyclopropanecarboxamide